C(C)(C)(C)C=1C=C(C=C(C1O)C(C)(C)C)CCC(=O)OCCN(C(=O)C(=O)N)CCOC(CCC1=CC(=C(C(=C1)C(C)(C)C)O)C(C)(C)C)=O N,N-bis[2-(3-[3,5-di-tert-butyl-4-hydroxyphenyl]propionyloxy)ethyl]oxamide